CC1(OB(OC1(C)C)C=1C=C(C=CC1)N1C(NCCC1)=O)C 1-[3-(4,4,5,5-tetramethyl-1,3,2-dioxaborolan-2-yl)phenyl]-1,3-diazinan-2-one